NCCC1=CC(=C(OC2=CC=C(OCCCNC(=O)C3=CC=C(C=C3)C3=CC=C(C=C3)C(=O)N3C[C@@H]([C@@H]([C@H](C3)NC3=NC(=CN=C3)C(F)(F)F)O)O)C=C2)C=C1)I N-(3-(4-(4-(2-aminoethyl)-2-iodophenoxy)phenoxy)propyl)-4'-((3S,4R,5S)-3,4-dihydroxy-5-((6-(trifluoromethyl)pyrazin-2-yl)amino)piperidine-1-carbonyl)-[1,1'-biphenyl]-4-carboxamide